CC=1C=C2N(C(C(=NC2=CC1C)C(=O)NC1=CC=C(C(=O)OC)C=C1)=O)C[C@@H]([C@@H]([C@@H](CO)O)O)O methyl 4-(6,7-dimethyl-3-oxo-4-((2S,3S,4R)-2,3,4,5-tetrahydroxypentyl)-3,4-dihydroquinoxaline-2-carboxamido)benzoate